N-methylpyridine-2-carboxamide TFA salt OC(=O)C(F)(F)F.CNC(=O)C1=NC=CC=C1